ClC1=C(C=CC(=C1)F)S(=O)(=O)[C@@H]1C[C@H](N(C1)C(=O)C1(CC1)C(F)(F)F)C(=O)NC1(CC1)C#N (2S,4R)-4-(2-chloro-4-fluorophenylsulfonyl)-N-(1-cyanoCyclopropyl)-1-(1-(trifluoromethyl)cyclopropane-carbonyl)pyrrolidine-2-carboxamide